4-((1-(4-(tert-butyl)piperidine-1-carbonyl)cyclopentyl)meth-ylamino)trifluoromethylbenzene C(C)(C)(C)C1CCN(CC1)C(=O)C1(CCCC1)CNC1=CC=C(C=C1)C(F)(F)F